2-amino-4-trifluoromethyl-1,3-thiazole NC=1SC=C(N1)C(F)(F)F